BrC1=NC(=CC(=C1O)C1=CC(=C(C=C1)N1C(N(C=C1)C)=O)Cl)C 1-(4-(2-bromo-3-hydroxy-6-methylpyridin-4-yl)-2-chlorophenyl)-3-methyl-1H-imidazol-2(3H)-one